FC(OCC1NCC(CC1)C1=CC=C(C=C1)C(F)(F)F)F 2-((difluoromethoxy)methyl)-5-(4-(trifluoromethyl)phenyl)piperidine